N,N'-di-t-butoxycarbonyl-N''-(3-ethynylphenyl)guanidine C(C)(C)(C)OC(=O)NC(=NC1=CC(=CC=C1)C#C)NC(=O)OC(C)(C)C